FC=1C(=CC(=C(C1)N[C@@H]1CN(CC1)C(=O)OC(C)(C)C)C)S(N(COCC[Si](C)(C)C)C=1C=NSC1)(=O)=O tert-butyl (S)-3-((5-fluoro-4-(N-(isothiazol-4-yl)-N-((2-(trimethylsilyl)ethoxy)methyl)sulfamoyl)-2-methyl phenyl)amino)pyrrolidine-1-carboxylate